C(C)(C)(C)OC(N=[S@@](=O)(C)CC1=CC(=CC(=C1)[N+](=O)[O-])OCCCCN(S(=O)(=O)C1=C(C=CC=C1)[N+](=O)[O-])C1=C(C=CC(=C1)C1=NC(=NC=C1F)Cl)F)=O |r| (rac)-tert-butyl{[3-(4-{[5-(2-chloro-5-fluoropyrimidin-4-yl)-2-fluorophenyl][(2-nitrophenyl)sulfonyl]amino}butoxy)-5-nitrobenzyl](methyl)oxido-λ6-sulfanylidene}carbamate